CC=1N=CSC1C1=CC=C(N)C=C1 4-(4-methylthiazol-5-yl)aniline